(rac)-(6-(3-chloro-5-methoxyphenyl)-2-azaspiro[3.4]oct-2-yl)((1s,3s)-3-hydroxy-3-methylcyclobutyl)methanone ClC=1C=C(C=C(C1)OC)[C@H]1CC2(CN(C2)C(=O)C2CC(C2)(C)O)CC1 |r|